1-(2-methyl-2-propenyl)piperidine CC(CN1CCCCC1)=C